para-ethylphenol C(C)C1=CC=C(C=C1)O